Ethyl 1-(5-chloro-3-iodo-6-((2,2,2-trifluoroethoxy)methyl)pyrazin-2-yl)piperidine-4-carboxylate ClC=1N=C(C(=NC1COCC(F)(F)F)N1CCC(CC1)C(=O)OCC)I